C(C)N(C(C(CCCC)CC)=O)CC N,N-Diethyl-2-ethyl-hexanamide